CC12CC3(CC(CC(C1)(C3)C)C2)NC(CC(=O)NCCCN2CCOCC2)=O N-(3,5-dimethyladamantane-1-yl)-N'-(3-morpholinopropyl)malonic acid diamide